(2-((1-((dimethylamino)methyl)cyclopropyl)methoxy)-4-((3R,4R)-4-fluoro-3-hydroxypiperidin-1-yl)-5,7-dihydro-6H-pyrrolo[3,4-d]pyrimidin-6-yl)(3-hydroxy-8-iodonaphthalen-1-yl)methanone CN(C)CC1(CC1)COC=1N=C(C2=C(N1)CN(C2)C(=O)C2=CC(=CC1=CC=CC(=C21)I)O)N2C[C@H]([C@@H](CC2)F)O